CCOCCN(C(=O)CCl)C(=C(C)C)C1=CC=CC=C1 The molecule is a monocarboxylic acid amide that is acetamide substituted by a chloro group at position 2 and a 2-ethoxyethyl and a 2-methyl-1-phenylprop-1-en-1-yl at the nitrogen atom. It is an agrochemical used as a herbicide. It has a role as a xenobiotic, an environmental contaminant, an agrochemical and a herbicide. It is an olefinic compound, an organochlorine compound, an ether and a monocarboxylic acid amide.